dichlorobenzene nitrogen [N].ClC1=C(C=CC=C1)Cl